COC1=C(C=C(C=C1)OC)S(=O)(=O)NC1=CC=2C(NCCCC2N=C1)=O 2,5-dimethoxy-N-(5-oxo-6,7,8,9-tetrahydro-5H-pyrido[3,2-c]azepin-3-yl)benzenesulfonamide